sodium toluenesulfonate (toluenesulfonate) C(C1=CC=CC=C1)S(=O)(=O)[O-].C(C1=CC=CC=C1)S(=O)(=O)O.[Na+]